NCC1=CC=C(C=C1)NC(=O)C1=CC2=C(OCCC3=C2SC=C3)C=C1C=1C(=NC(=CC1)C(NC1CCC(CC1)(C)C)=O)C(=O)OC methyl 3-(9-((4-(aminomethyl)phenyl)carbamoyl)-4,5-dihydrobenzo[b]thieno[2,3-d]oxepin-8-yl)-6-((4,4-dimethylcyclohexyl)carbamoyl)picolinate